5-(4-((3'-ethyl-2'-oxo-2',3'-dihydro-1'H-spiro[cyclopropane-1,4'-quinazolin]-7'-yl)methyl)piperazin-1-yl)-N-methylpicolinamide C(C)N1C(NC2=CC(=CC=C2C12CC2)CN2CCN(CC2)C=2C=CC(=NC2)C(=O)NC)=O